FC1=C(C=C(C=C1)NC(=O)C1=C(N=C(O1)C)C)C1=NN2C(N=CC(=C2)C2=NC=CC=C2C)=N1 N-(4-fluoro-3-(6-(3-methylpyridin-2-yl)-[1,2,4]triazolo[1,5-a]pyrimidin-2-yl)phenyl)-2,4-dimethyl-oxazole-5-carboxamide